L-citrulline-n-hexylester C(CCCCC)OC([C@@H](N)CCCNC(=O)N)=O